methyl-4-amino-3-chloro-5-fluoro-6-(7-fluoro-1H-indol-6-yl)pyridine-2-carboxylic acid COC(=O)C1=NC(=C(C(=C1Cl)N)F)C1=CC=C2C=CNC2=C1F